7,7-dimethyl-4-(5-methyl-1H-indazol-4-yl)-2-(2-(2-propenoyl)-2,6-diazaspiro[3.4]octan-6-yl)-5,6,7,8-tetrahydro-3-quinolinecarbonitrile CC1(CCC=2C(=C(C(=NC2C1)N1CC2(CN(C2)C(C=C)=O)CC1)C#N)C1=C2C=NNC2=CC=C1C)C